ClC=1C=C(CN2C3=CC=C(C=C3C=3C=CN=C(C23)C)NC(=S)NC2=CC=C(C=C2)C(F)(F)F)C=CC1 1-(9-(3-Chlorobenzyl)-1-methyl-beta-carbolin-6-yl)-3-(4-(trifluoromethyl)phenyl)thiourea